e-methyl-s-triazine CC1=NC=NC=N1